FC1=C(OC2=CC3=C(N=C(N=C3)NC3CCN(CC3)C(=O)OCC)N(C2=O)C)C=CC=C1 ethyl 4-{[6-(2-fluorophenoxy)-8-methyl-7-oxo-7,8-dihydropyrido[2,3-d]pyrimidin-2-yl]amino}piperidine-1-carboxylate